C(C)OC(C=C(C1=CC=C(C=C1)F)C1CCN(CC1)C(=O)OC(C)(C)C)=O tert-Butyl 4-[(E) and (Z)-3-ethoxy-1-(4-fluorophenyl)-3-oxo-prop-1-enyl]piperidine-1-carboxylate